2-((1r,3r)-3-(benzyloxy)cyclobutoxy)-5-bromopyridine C(C1=CC=CC=C1)OC1CC(C1)OC1=NC=C(C=C1)Br